(N,N-dimethyl)ammonium C[NH2+]C